(S)-N-(7-((3-Methoxyazetidin-3-yl)ethynyl)-5-methyl-4-oxo-2,3,4,5-tetrahydrobenzo[b][1,4]oxazepin-3-yl)-4-phenoxypicolinamid COC1(CNC1)C#CC1=CC2=C(OC[C@@H](C(N2C)=O)NC(C2=NC=CC(=C2)OC2=CC=CC=C2)=O)C=C1